C(C)(C)(C)OC(=O)N1C=C(C=2N=C(N=C(C21)C2=CC=NC=C2)N2CCOCC2)C=2C=NN1C2CN(CC1)C(=O)OC(C)(C)C 7-(5-(tert-butoxycarbonyl)-4,5,6,7-tetrahydropyrazolo[1,5-a]pyrazin-3-yl)-2-morpholino-4-(pyridin-4-yl)-5H-pyrrolo[3,2-d]pyrimidine-5-carboxylic acid tert-butyl ester